[N+](=O)([O-])C1=CC=C(C=C1)NC=1SC=C(N1)C=1SC=CN1 N-(4-nitrophenyl)-[2,4'-bithiazole]-2'-amine